OC=1N(N=C2CCC(CC12)N1CCN(CC1)C(=O)OCC1=CC=CC=C1)C1=NC=CC=C1 Benzyl 4-(3-hydroxy-2-(pyridin-2-yl)-4,5,6,7-tetrahydro-2H-indazol-5-yl)piperazin-1-carboxylate